C(CCCCCCCCNCCCC)(=O)O 10-azatetradecanoic acid